COC(=O)C=1C(N(N=C(C1)C1CC1)C1=NC=C(C=C1)Cl)=O 2-(5-Chloropyridin-2-yl)-6-cyclopropyl-3-oxo-2,3-dihydropyridazine-4-carboxylic acid methyl ester